S1C(=NC2=C1C=CC=C2)N2N=CC1=C2NC(CC1C1=CC(=C(C=C1)OC1CCCC1)OC)=O 1-(benzo[d]thiazol-2-yl)-4-(4-(cyclopentyloxy)-3-methoxyphenyl)-4,5-dihydro-1H-pyrazolo[3,4-b]pyridin-6(7H)-one